[C@H]12CN(C[C@H](CCC1)N2)C2=NC(=NC1=C(C(=C(C=C21)Cl)C2=CC(=CC1=CC=CC=C21)O)F)N2CC(C2)N(C)C 4-((S or R)-4-((1R,5S)-3,9-diazabicyclo[3.3.1]nonan-3-yl)-6-chloro-2-(3-(dimethylamino)azetidin-1-yl)-8-fluoroquinazolin-7-yl)naphthalen-2-ol